SCCSCC(CSCCS)O 1,3-bis(2-mercaptoethylthio)propan-2-ol